Eicosanol stearate C(CCCCCCCCCCCCCCCCC)(=O)OCCCCCCCCCCCCCCCCCCCC